Cl.NC/C(/CN1N=CN(C1=O)CC=1SC(=CC1)C1=CC=C(C=C1)S(=O)(=O)N1CCOCC1)=C\F 2-[(2E)-2-(aminomethyl)-3-fluoroprop-2-en-1-yl]-4-({5-[4-(morpholin-4-ylsulfonyl)phenyl]thiophen-2-yl}methyl)-2,4-dihydro-3H-1,2,4-triazol-3-one hydrochloride